(R)-1-(3,5-dichloro-2-methyl-4-pyridyl)ethanol ClC=1C(=NC=C(C1[C@@H](C)O)Cl)C